3-methoxy-5-(pyrimidin-2-yl)phenol COC=1C=C(C=C(C1)C1=NC=CC=N1)O